1-(5-ethylpyrimidin-2-yl)pyrrolidin C(C)C=1C=NC(=NC1)N1CCCC1